2-(4-chlorophenyl)-3-ethylpyrazol ClC1=CC=C(C=C1)N1N=CC=C1CC